4-[6-amino-1-[(2,6-difluoro-4-nitro-phenyl)methyl]pyrazolo[3,4-d]pyrimidine-4-yl]pyridine NC1=NC(=C2C(=N1)N(N=C2)CC2=C(C=C(C=C2F)[N+](=O)[O-])F)C2=CC=NC=C2